CS(=O)(=O)O.C(C)(=O)N acetamide methanesulfonate salt